5-((2-(2-methylthiazol-5-yl)pyridin-4-yl)oxy)pyridin-2-amine CC=1SC(=CN1)C1=NC=CC(=C1)OC=1C=CC(=NC1)N